Methyl 2-((1H-pyrrolo[2,3-b]pyridin-5-yl)oxy)-4-bromo-6-fluorobenzoate N1C=CC=2C1=NC=C(C2)OC2=C(C(=O)OC)C(=CC(=C2)Br)F